4-(diethylamino)but-2-yn-1-ol cerium tetraammonium sulfate S(=O)(=O)([O-])[O-].[NH4+].[NH4+].[NH4+].[NH4+].[Ce+3].C(C)N(CC#CCO)CC